FC1=C(C=CC=C1)C#CC1=CC=C(C(=O)O)C=C1 4-((2-fluorophenyl)ethynyl)benzoic Acid